(1S,4R,5S)-2-(3-(Pyridazin-4-yl)-1H-pyrazol-5-yl)-4-((6-(trifluoromethyl)pyridin-3-yl)methyl)-2-azabicyclo[3.1.0]hexan-3-one N1=NC=C(C=C1)C1=NNC(=C1)N1[C@H]2C[C@H]2[C@H](C1=O)CC=1C=NC(=CC1)C(F)(F)F